O=C1C(O)=C(O)[C@H](O1)[C@@H](O)CO.C=1([O-])C([O-])=CC=CC1.C=1([O-])C([O-])=CC=CC1.[Ti+4] titanium bis-catecholate mono-ascorbate